(R)-6-fluoro-4-methyl-N-(1-(2-methyl-3-(trifluoromethyl)phenyl)ethyl)-7-morpholino-phthalazin-1-amine FC=1C=C2C(=NN=C(C2=CC1N1CCOCC1)N[C@H](C)C1=C(C(=CC=C1)C(F)(F)F)C)C